NC1=C(C=C(C=N1)C=1N=CN2C1N(C(C1=CC(=CC(=C21)C(C)NC=2C(=NC(=CC2)Cl)C=2N=NN(N2)C)C)=O)C)F 3-(6-amino-5-fluoropyridin-3-yl)-9-(1-((6-chloro-2-(2-methyl-2H-tetrazol-5-yl)pyridin-3-yl)amino)ethyl)-4,7-dimethylimidazo[1,5-a]quinazolin-5(4H)-one